C1(CCCCC1)NC1=NC=C(C=N1)B(O)O (2-CYCLOHEXYLAMINOPYRIMIDIN-5-YL)BORONIC ACID